(R)-5-(methoxy-d3)-3-(pyrrolidin-2-yl-methyl)-1H-indole C(OC=1C=C2C(=CNC2=CC1)C[C@@H]1NCCC1)([2H])([2H])[2H]